F[C@]1(CN(CC[C@H]1O)C1=NC=CC(=N1)NC=1N=CC2=C(N=CC(=C2C1)C(C)C)N1C(CC1)C)C (3s,4r)-3-fluoro-1-(4-((5-isopropyl-8-(2-methylazetidin-1-yl)-2,7-naphthyridin-3-yl)amino)pyrimidin-2-yl)-3-methylpiperidin-4-ol